4-hydroxy-5,6-dimethylpyran OC1=CCOC(=C1C)C